3-((1r,3r)-1-(3-bromo-5-fluorophenyl)-3-methylcyclobutyl)-4-methyl-4H-1,2,4-triazole BrC=1C=C(C=C(C1)F)C1(CC(C1)C)C1=NN=CN1C